N,N'-di-t-butoxycarbonyl-guanidine C(C)(C)(C)OC(=O)NC(=N)NC(=O)OC(C)(C)C